(iodomethyl)-2,6-di-tert-butylphenol ICC=1C(=C(C(=CC1)C(C)(C)C)O)C(C)(C)C